1,3,5-triaminobenzenesulfonic acid NC1(CC(=CC(=C1)N)N)S(=O)(=O)O